FC=1C=C(CSC=2N(C=NN2)CCCC=2N=CN(C2)C(C2=CC=CC=C2)(C2=CC=CC=C2)C2=CC=CC=C2)C=CC1 5-(3-fluorobenzylthio)-4-(3-(1-trityl-1H-imidazol-4-yl)propyl)-4H-1,2,4-triazol